CC1(NC2=C(C=C(C=C2C(=C1)C(=O)OCC)NC1=CC=CC=C1)C)C(=O)OCC diethyl 2,8-dimethyl-6-(phenylamino)-1,2-dihydroquinoline-2,4-dicarboxylate